3-bromo-5-fluoro-1-(2-trimethylsilylethoxymethyl)indole-6-carbonitrile BrC1=CN(C2=CC(=C(C=C12)F)C#N)COCC[Si](C)(C)C